NCCCCCC[NH-] aminohexylamide